5-((2-(dimethylamino)ethyl)carbamoyl)-1-methyl-1H-pyrrol CN(CCNC(=O)C1=CC=CN1C)C